C(#N)C=1C=C(C=CC1)C=1C(=NC2=CC=CC=C2N1)N1CC(CC1)N(C(C(C)C)=O)CC(C)C N-[1-[3-(3-cyanophenyl)quinoxalin-2-yl]pyrrolidin-3-yl]-N-isobutyl-2-methyl-propanamide